NC1=CC=C(\C=C\2/OC3=C(C2=O)C=CC(=C3)O)C=C1 (Z)-2-(4-aminobenzylidene)-6-hydroxybenzofuran-3(2H)-one